C(CCCCCCCC#CCCCCCCC)(=O)O 9-heptadecynoic acid